ClC1=CC=C(C(=N1)N)I 6-chloro-3-iodo-2-aminopyridine